3-(2-(2-((2-(2,6-dioxopiperidin-3-yl)-1,3-dioxoisoindolin-5-yl)amino)ethoxy)phenyl)5-methylthiazole-2-carboxamide O=C1NC(CCC1N1C(C2=CC=C(C=C2C1=O)NCCOC1=C(C=CC=C1)N1C(SC(=C1)C)C(=O)N)=O)=O